FC1([C@@H]([C@H](CCC1)N1CCN(CCC1)C(C)C)NC(=O)N1CCC(CC1)(C)C1=NOC(=N1)[C@H]1[C@H](C1)F)F N-{(1R,6S)-2,2-difluoro-6-[4-(propan-2-yl)-1,4-diazepan-1-yl]cyclohexyl}-4-{5-[(1S,2S)-2-fluorocyclopropyl]-1,2,4-oxadiazol-3-yl}-4-methylpiperidine-1-carboxamide